(1S,5S)-6-benzyl-4-(tert-butoxycarbonyl)-4,7-diazabicyclo[3.2.0]Heptane-2-carboxylic acid C(C1=CC=CC=C1)C1[C@@H]2N(CC([C@@H]2N1)C(=O)O)C(=O)OC(C)(C)C